C(#N)C1=C(C=C(C=C1)C1=NC(=NC2=C(C=C(C=C12)C1=C(C=CC=C1)C(F)(F)F)F)N1CCC(CC1)NC(OC(C)(C)C)=O)F Tert-butyl (1-(4-(4-cyano-3-fluorophenyl)-8-fluoro-6-(2-trifluoromethylphenyl)quinazolin-2-yl)piperidin-4-yl)carbamate